F[C@@H]1[C@@H]2CC[C@H](C[C@@H]1NC(OCC1=CC=CC=C1)=O)N2C2=C(N=C1C(=N2)N(N=C1I)C1OCCCC1)CO Benzyl N-[(1S,2S,3S,5R)-2-fluoro-8-[5-(hydroxymethyl)-3-iodo-1-(oxan-2-yl)-1H-pyrazolo[3,4-b]pyrazin-6-yl]-8-azabicyclo[3.2.1]octan-3-yl]carbamate